O[C@@H]1CC2=CC[C@H]3[C@@H]4CC[C@H]([C@@H](CCC(C(C(=O)O)(C([2H])([2H])[2H])[2H])[2H])C)[C@]4(CC[C@@H]3[C@]2(CC1)C)C 3β-hydroxy-5-cholestenoic acid-d5